Methyl 2-(3-allyloxy-3-oxopropyl)-malonate C(C=C)OC(CCC(C(=O)OC)C(=O)[O-])=O